(cyclopentylamino)-1H-pyrazolo[3,4-d]pyrimidin C1(CCCC1)NN1N=CC=2C1=NC=NC2